ClC1=C(C#N)C=CC(=C1)N1CC2(CC1)CCN(CC2)C(C2=CC=C(C=C2)C2CCN(CC2)CC2CCN(CC2)C=2C=C1C(N(C(C1=CC2)=O)C2C(NC(CC2)=O)=O)=O)=O 2-chloro-4-(8-(4-(1-((1-(2-(2,6-dioxopiperidin-3-yl)-1,3-dioxoisoindolin-5-yl)piperidin-4-yl)methyl)piperidin-4-yl)benzoyl)-2,8-diazaspiro[4.5]decan-2-yl)benzonitrile